ClC1=C(C=C(C=C1)C1CCN(C(O1)=O)C1=NC(=NN1)C1=CC=NC=C1)F 6-(4-chloro-3-fluorophenyl)-3-(3-(pyridin-4-yl)-1H-1,2,4-triazol-5-yl)-1,3-oxazinan-2-one